N-{4-[(3R,4R,5S)-3-Amino-4-hydroxy-5-methylpiperidin-1-yl]-2,3-dihydrofuro[2,3-b]pyridin-5-yl}-6-[2,6-difluoro-4-(1-hydroxy-1-methylethyl)phenyl]-5-fluoropyridine-2-carboxamide N[C@@H]1CN(C[C@@H]([C@H]1O)C)C1=C2C(=NC=C1NC(=O)C1=NC(=C(C=C1)F)C1=C(C=C(C=C1F)C(C)(C)O)F)OCC2